C(#N)C=1C(=CC(=NC1)N1CC(C#N)=CC(=C1)OCC)OCC 1-(5-cyano-4-ethoxypyridin-2-yl)-5-ethoxynicotinonitrile